CC1=C(C=CC=C1C)N1CCN(CC1)C(CN1N=C(C2=C1CCC2)C(=O)N2CCC(CC2)N2C(NCC2)=O)=O 1-[1-(1-{2-[4-(2,3-dimethylphenyl)piperazin-1-yl]-2-oxoethyl}-1,4,5,6-tetrahydrocyclopenta[c]pyrazole-3-carbonyl)piperidin-4-yl]imidazolidin-2-one